iridium indium selenide [In]=[Se].[Ir]